2-(6-methoxy-1-oxospiro[3H-isoquinoline-4,1'-cyclopropane]-2-yl)-N-pyrimidin-2-ylacetamide COC=1C=C2C(=CC1)C(N(CC21CC1)CC(=O)NC1=NC=CC=N1)=O